S1CN=NC(C1)=O [1,3,4]thiadiazin-5-one